CC=1C=2C(C=NC1[Sn](C)(C)C)=NN(C2)COCC[Si](C)(C)C 4-methyl-2-((2-(trimethylsilyl)ethoxy)methyl)-5-(trimethylstannyl)-2H-pyrazolo[3,4-c]pyridine